6-chloro-5-fluoro-1-methyl-2-(naphthalen-2-yl)-1H-indole ClC1=C(C=C2C=C(N(C2=C1)C)C1=CC2=CC=CC=C2C=C1)F